4-(2-(4-((1H-Indazol-5-yl)ethynyl)-[2,4'-bipyrimidin]-2'-yl)isoindolin-5-yl)-2-methylmorpholine N1N=CC2=CC(=CC=C12)C#CC1=NC(=NC=C1)C1=NC(=NC=C1)N1CC2=CC=C(C=C2C1)N1CC(OCC1)C